Cl.NC=1N=NC(=C(N1)C1CCOCC1)C[C@@H]1C(NC[C@@H](C1)C(F)(F)F)=O (3R,5R)-3-((3-amino-5-(tetrahydro-2H-pyran-4-yl)-1,2,4-triazin-6-yl)methyl)-5-(trifluoromethyl)piperidin-2-one hydrochloride